ClC1=CC=C(C(=O)N2C(=C(C3=CC(=CC=C23)OC)CC(=O)O)C)C=C1 1-(4-chlorobenzoyl)-5-methoxy-2-methylindole-3-acetic acid